COC1=CC=C(C=C1)C(CC(=O)O)CCCC(C1=C(C(C(=C(C1=O)C)C)=O)C)C1=CC=CC=C1 3-(4-methoxyphenyl)-7-phenyl-7-(2,4,5-trimethyl-3,6-dioxocyclohexa-1,4-dien-1-yl)heptanoic acid